Benzyl (1-(2-cyanopyrimidin-4-yl)cyclohexyl)carbamate C(#N)C1=NC=CC(=N1)C1(CCCCC1)NC(OCC1=CC=CC=C1)=O